C1(=CC=CC=C1)[W] phenyl-tungsten